NC1=NC(=NC=C1)N1C[C@H]([C@H](CC1)OCC(C)(O)C)F 1-((3R,4S)-1-(4-aminopyrimidin-2-yl)-3-fluoropiperidin-4-yloxy)-2-methylpropan-2-ol